ClC1=C(C=CC(=C1)Cl)C=1CCCC2=C(C1C1=CC=C(C=C1)C1CC13CN(C3)CCCF)C=CC=C2 8-(2,4-Dichlorophenyl)-9-(4-(5-(3-fluoropropyl)-5-azaspiro[2.3]hexan-1-yl)phenyl)-6,7-dihydro-5H-benzo[7]annulen